Cl.FC(C=1N=C(N2N=C(N=CC21)N[C@H]2[C@@H](CNCC2)F)CC(C)C)F (3R,4R)-N-[5-(difluoromethyl)-7-(2-methylpropyl)imidazo[4,3-f][1,2,4]triazin-2-yl]-3-fluoropiperidin-4-amine hydrochloride